5-cyano-N-[2,2-diethyl-4-(ethylthio)butyl]-2-methyl-6-[4-(trifluoromethyl)phenyl]nicotinamide C(#N)C=1C(=NC(=C(C(=O)NCC(CCSCC)(CC)CC)C1)C)C1=CC=C(C=C1)C(F)(F)F